[4-[(1,3-dioxoisoindolin-2-yl)oxymethyl]phenyl]methyl-trimethyl-ammonium bromide [Br-].O=C1N(C(C2=CC=CC=C12)=O)OCC1=CC=C(C=C1)C[N+](C)(C)C